C1=CC=CC=2C(OCC3=C(C21)C=CC=C3)=S Dibenzo[c,e]-oxepane-5-thione